S1C(=CC=C1)C1=NC=CC=C1.S1C(=CC=C1)C1=NC=CC=C1.S1C(=CC=C1)C1=NC=CC=C1.[Ir+3] Iridium(III) Tris[(thienyl)pyridine]